(2s,4S)-2-((1R,5S,6S)-6-(3,4-Dimethylphenyl)-3-azabicyclo[3.1.0]hexan-3-carbonyl)-7-oxa-5-azaspiro[3.4]octan-6-on CC=1C=C(C=CC1C)C1[C@@H]2CN(C[C@H]12)C(=O)C1CC2(C1)NC(OC2)=O